(1R,4R,7R)-2-{2-[1-(cyclopropylmethyl)-1H-indol-2-yl]-7-methoxy-1-[(1-phenyl-1H-pyrazol-4-yl)methyl]-1H-1,3-benzodiazole-5-carbonyl}-2-azabicyclo[2.2.1]heptan-7-amine C1(CC1)CN1C(=CC2=CC=CC=C12)C1=NC2=C(N1CC=1C=NN(C1)C1=CC=CC=C1)C(=CC(=C2)C(=O)N2[C@@H]1CC[C@H](C2)[C@H]1N)OC